triiodophenoxymethylstyrene IC1=C(C(=C(COC2=CC=CC=C2)I)I)C=CC=C1